ClC1=NC=C2N(C(N(C2=N1)CC1=CC=C(C=C1)C=1N(C=CN1)C)=N)C 2-chloro-7-methyl-9-(4-(1-methyl-1H-imidazol-2-yl)benzyl)-7H-purin-8(9H)-imine